C(=O)C1=CC=C(C=C1)C=1C2=C(N=CN1)N(C=C2)C2=CC=CC=C2 4-(4-formylphenyl)-7-phenyl-7H-pyrrolo[2,3-d]pyrimidine